carbon oleic acid C(CCCCCCC\C=C/CCCCCCCC)(=O)O.[C]